C(C)(C)(C)OC(N(C)CCOC=1N(N=C(C1C=1C=C2C(=CN1)N(N=C2C=C)C2OCCCC2)C)C)=O.C(#C)C2=CC=C(C=C2)C2=CC(=CC(=C2)C2=CC=C(C=C2)C#C)C2=CC=C(C=C2)C#C 1,3,5-tris[(4-ethynyl)phenyl]benzene tert-butyl-N-[2-[2,5-dimethyl-4-(1-tetrahydropyran-2-yl-3-vinyl-pyrazolo[3,4-c]pyridin-5-yl)pyrazol-3-yl]oxyethyl]-N-methyl-carbamate